F[C@@H]1[C@@H]2CC[C@H](C[C@H]1N(C=1N=CC(=NC1)C1=C(C=C(C=C1)N1N=C(N=N1)C)O)C)N2 2-(5-(((1S,2R,3R,5R)-2-fluoro-8-azabicyclo[3.2.1]octan-3-yl)(methyl)amino)pyrazin-2-yl)-5-(5-methyl-2H-tetrazol-2-yl)phenol